4-(8-azabicyclo[3.2.1]oct-2-ene-3-yl)-N-(1-methyl-1H-pyrazol-4-yl)pyrimidin-2-amine trifluoroacetate FC(C(=O)O)(F)F.C12C=C(CC(CC1)N2)C2=NC(=NC=C2)NC=2C=NN(C2)C